COC1=C(C=C(C=C1)OC1=CC(=CC=C1)OC(F)(F)F)[N+](=O)[O-] 1-Methoxy-2-nitro-4-(3-(trifluoromethoxy)phenoxy)benzene